tert-butyl (S)-(1-(1-methoxy-4-oxocyclohexyl)propan-2-yl)carbamate COC1(CCC(CC1)=O)C[C@H](C)NC(OC(C)(C)C)=O